C1(CC1)CN1C(=CC=2C1=NC=CC2)C2=NC1=C(N2CC=2C=NN(C2)CC)C(=CC(=C1)C(=O)N1C[C@@H](C[C@H](C1)F)N)OC (3R,5R)-1-{2-[1-(cyclopropylmethyl)-1H-pyrrolo[2,3-b]pyridin-2-yl]-1-[(1-ethyl-1H-pyrazol-4-yl)methyl]-7-methoxy-1H-1,3-benzodiazole-5-carbonyl}-5-fluoropiperidin-3-amine